di-tolyl monophenyl phosphate P(=O)(OC1=C(C=CC=C1)C)(OC1=C(C=CC=C1)C)OC1=CC=CC=C1